5-Chloro-2-hydroxy-N-(2-methoxyethyl)-nitrobenzenesulfonamide ClC=1C=C(C(=C(C1)S(=O)(=O)NCCOC)O)[N+](=O)[O-]